4-(1,4-dimethyl-1H-pyrazol-5-yl)-3-methylpiperidine CN1N=CC(=C1C1C(CNCC1)C)C